NC1=NC=C(C=C1C=1C=C2CCNC(C2=CC1)=O)C1=CC=C(C=C1)C1N(CCOC1)CC(F)F 6-(2-amino-5-(4-(4-(2,2-difluoroethyl)morpholin-3-yl)phenyl)pyridin-3-yl)-3,4-dihydroisoquinolin-1(2H)-one